ClC=1C=CC2=C(C(CC(O2)C(=O)NC23CC(C2)(C3)C=3OC(=NN3)C3=CC(=C(C=C3)Cl)F)O)C1 6-chloro-N-{3-[5-(4-chloro-3-fluorophenyl)-1,3,4-oxadiazol-2-yl]bicyclo[1.1.1]pentan-1-yl}-4-hydroxy-3,4-dihydro-2H-1-benzopyran-2-carboxamide